chloro-5H,6H,7H-pyrrolo[2,3-c]pyridazine-7-carboxylic acid tert-butyl ester C(C)(C)(C)OC(=O)N1CCC2=C1N=NC(=C2)Cl